methyl (2,4-dinitrophenyl)acetate [N+](=O)([O-])C1=C(C=CC(=C1)[N+](=O)[O-])CC(=O)OC